3-chloro-5-(furan-2-yl)thiophene-2-carbaldehyde ClC1=C(SC(=C1)C=1OC=CC1)C=O